4-((4-methoxybenzyl)amino)-7-(1-(tetrahydro-2H-pyran-2-yl)-1H-pyrazol-5-yl)pyrrolo[1,2-a]quinoxaline-2-carboxamide COC1=CC=C(CNC=2C=3N(C4=CC=C(C=C4N2)C2=CC=NN2C2OCCCC2)C=C(C3)C(=O)N)C=C1